(3S,4R)-3,4-dimethyl-L-pyroglutamic acid C[C@@H]1[C@H](NC([C@@H]1C)=O)C(=O)O